ClC=1C=C(C=CC1F)N(C(C)=O)C1=NC=CC(=C1)NC(CC1=C(C(=CC=C1)F)Cl)=O N-(3-chloro-4-fluorophenyl)-N-{4-[2-(2-chloro-3-fluorophenyl)acetylamino]pyridin-2-yl}acetamide